2-cyclopropyl-5-nitrobenzo[d]thiazol-6-ol C1(CC1)C=1SC2=C(N1)C=C(C(=C2)O)[N+](=O)[O-]